2-((4-amino-2-(ethoxymethyl)-6,7-dimethyl-1H-imidazo[4,5-c]pyridin-1-yl)methyl)-2-ethylpropane-1,3-diol trifluoroacetate salt FC(C(=O)O)(F)F.NC1=NC(=C(C2=C1N=C(N2CC(CO)(CO)CC)COCC)C)C